C(#N)C1=C(C=C(C=C1)OC)C1=C2CN(CC2=CC=C1)C#N 4-(2-cyano-5-methoxyphenyl)isoindoline-2-carbonitrile